2-((3R)-3-(1-(1-((R)-1-(4,6-dichloropyridin-3-yl)ethyl)-3-((2,2-difluorocyclopropyl)ethynyl)-1H-pyrazolo[3,4-b]pyrazin-6-yl)azetidin-3-yl)piperidin-1-yl)ethan-1-ol ClC1=C(C=NC(=C1)Cl)[C@@H](C)N1N=C(C=2C1=NC(=CN2)N2CC(C2)[C@@H]2CN(CCC2)CCO)C#CC2C(C2)(F)F